F[C@H]1[C@@H]([C@H]2CN([C@@H]1C2)C)N(C2=CC=C(N=N2)C2=C(C=C(C=C2)C2=CC(N(C=C2)C)=O)O)C 4-(4-(6-(((1R,4R,5R,6R)-6-fluoro-2-methyl-2-azabicyclo[2.2.1]heptan-5-yl)(methyl)amino)pyridazin-3-yl)-3-hydroxyphenyl)-1-methylpyridin-2(1H)-one